O=C1N(C(C2=CC=CC=C12)=O)C(C(=O)O)CN1C2=CC=C(C=C2C=2C=C(C=CC12)CCC)CCC (1,3-Dioxoisoindolin-2-yl)-3-(3,6-dipropyl-9H-carbazol-9-yl)propionic acid